7-(trifluoromethyl)tetrahydro-1H-pyrrolo[1,2-c]imidazole-1,3(2H)-dione FC(C1CCN2C(NC(C21)=O)=O)(F)F